7-bromo-4-chloro-1-(2-ethyl-6-methylphenyl)-6-fluoroquinolin-2(1H)-one BrC1=C(C=C2C(=CC(N(C2=C1)C1=C(C=CC=C1C)CC)=O)Cl)F